C12C3C4C(CC(C3C(C=C1)C2)C4)C(=O)N tetracyclo[6.2.1.13,6.02,7]Dodec-9-ene-4-carboxamide